C1(=CCCC1)C1CCCC2C3CCCCC3CCC12 cyclopentenylperhydrophenanthrene